(2-hydroxyethyl)azetidine-1-carboxylic acid tert-butyl ester C(C)(C)(C)OC(=O)N1C(CC1)CCO